[Al].[Y].[Ho] holmium yttrium-aluminum